(6R)-6-fluoro-1-methylenetetrahydro-1H-pyrrolizin F[C@H]1CN2CCC(C2=C1)=C